(+-)-2,4-dimethyl-2-indane-methanol C[C@]1(CC2=CC=CC(=C2C1)C)CO |r|